(S)-2-((((9H-fluoren-9-yl)methoxy)carbonyl)amino)-3-(1-(tert-butoxycarbonyl)-7-(5-methoxypyrimidin-2-yl)-1H-indol-3-yl)propanoic acid C1=CC=CC=2C3=CC=CC=C3C(C12)COC(=O)N[C@H](C(=O)O)CC1=CN(C2=C(C=CC=C12)C1=NC=C(C=N1)OC)C(=O)OC(C)(C)C